The molecule is a L-histidine derivative that is ergothioneine in which the thiol hydrogen has been replaced by a hydroxy group. It is a SO-thioperoxol, an amino-acid betaine and a L-histidine derivative. It derives from an ergothioneine. C[N+](C)(C)[C@@H](CC1=CN=C(N1)SO)C(=O)[O-]